CC(CC(C)C)NC=1C=CC=2NC3=CC=CC=C3C2C1 3-(1,3-dimethylbutylamino)-9H-carbazole